2-(6-{5-chloro-2-[(oxan-4-yl)amino]pyrimidin-4-yl}-1-oxo-2,3-dihydro-1H-isoindol-2-yl)-N-[(1S,2S)-1-(3-ethylphenyl)-2-hydroxypropyl]-acetamide ClC=1C(=NC(=NC1)NC1CCOCC1)C1=CC=C2CN(C(C2=C1)=O)CC(=O)N[C@H]([C@H](C)O)C1=CC(=CC=C1)CC